C(C(O)C)(=O)N[C@@H]([C@@H](C)CC)C(=O)O lactoyl-isoleucine